CS(=O)(=O)OCCOCCOCCNC1=C2C(N(C(C2=CC=C1)=O)C1C(NC(CC1)=O)=O)=O 2-(2-[[2-(2,6-dioxopiperidin-3-yl)-[1,3-dioxoisoindol-4-yl]amino]ethoxy]ethoxy)ethyl methanesulfonate